C(C)C=1OC(=C(N1)C)C(=O)N 2-ethyl-4-methyl-1,3-oxazole-5-carboxamide